1-[8-[3-(4-piperidinyloxy)prop-1-ynyl]-4-isoquinolinyl]hexahydropyrimidine-2,4-dione N1CCC(CC1)OCC#CC=1C=CC=C2C(=CN=CC12)N1C(NC(CC1)=O)=O